ClC=1C=C(C=CC1)C=1N=NN(C1)[C@@H]1CCO[C@@]12O[C@H](C[C@@H](C2)N2N=NC(=C2)C2=CC(=C(C(=C2)F)F)F)CO (4R,5S,7R,8R,9S,10R)-4-(4-(3-chlorophenyl)-1H-1,2,3-triazol-1-yl)-7-(hydroxymethyl)-9-(4-(3,4,5-trifluorophenyl)-1H-1,2,3-triazol-1-yl)-1,6-dioxaspiro[4.5]decane